[Ti].[V].[Mn] manganese vanadium-titanium